COC1=C(C(=CC=C1)OC)N1C(=NC=2C1=NC=C(N2)C2(CC2)S(=O)(=O)N)C2=NC(=CC=C2)OCC (1-(2,6-Dimethoxyphenyl)-2-(6-ethoxypyridin-2-yl)-1H-imidazo[4,5-b]pyrazin-5-yl)cyclopropanesulfonamide